tert-butyl (E)-(3-styryl-1,2,4-thiadiazol-5-yl)carbamate C(=C\C1=CC=CC=C1)/C1=NSC(=N1)NC(OC(C)(C)C)=O